NC1=NC(=NC=C1)N1C[C@H]([C@H](CC1)OCCO)F 2-((3R,4S)-1-(4-aminopyrimidin-2-yl)-3-fluoropiperidin-4-yloxy)ethanol